FC=1C=C(C(=C(C1)NC(=O)N1CC(C1)(CC(C)(C)C)O)C)B1OC(C(O1)(C)C)(C)C N-(5-fluoro-2-methyl-3-(4,4,5,5-tetramethyl-1,3,2-dioxaborolan-2-yl)phenyl)-3-hydroxy-3-neopentylazetidine-1-carboxamide